DIALLYL PHOSPHITE P(OCC=C)(OCC=C)[O-]